N-(1-cyanocyclopropyl)-3-(5-formyl-1,3,4-thiadiazol-2-yl)-8-(4-isobutyrylpiperazin-1-yl)imidazo[1,5-a]pyridin-6-sulfonamide C(#N)C1(CC1)NS(=O)(=O)C=1C=C(C=2N(C1)C(=NC2)C=2SC(=NN2)C=O)N2CCN(CC2)C(C(C)C)=O